OC1=C(C=CC=C1)C(=O)C1=C(C=CC=C1)O Bis-(hydroxyphenyl)ketone